2-amino-5-{(3'R)-1'-[cyclopropyl(1H-imidazol-2-yl)methyl]-6,7-dihydrospiro[pyrazolo[5,1-c][1,4]oxazine-4,3'-pyrrolidin]-2-yl}nicotinonitrile NC1=C(C#N)C=C(C=N1)C1=NN2C(=C1)[C@@]1(CN(CC1)C(C=1NC=CN1)C1CC1)OCC2